4-bromo-1-(4-bromophenyl)piperidine BrC1CCN(CC1)C1=CC=C(C=C1)Br